COC=1C=C(C=CC1OC)C1=CC=NC=2N1N=C(C2)C(=O)N2C[C@@H](NCC2)CC (S)-(7-(3,4-dimethoxyphenyl)pyrazolo[1,5-a]pyrimidin-2-yl)(3-ethylpiperazin-1-yl)methanone